1,4-Dihydro-6-[(1-methoxy-2-phenyl-3-indolizinyl)carbonyl]-N,N,α-trimethyl-2,4-dioxo-3(2H)-quinazolineacetamide COC=1C(=C(N2C=CC=CC12)C(=O)C=1C=C2C(N(C(NC2=CC1)=O)C(C(=O)N(C)C)C)=O)C1=CC=CC=C1